tert-butyl 3-(7-((tert-butoxycarbonyl)(4-(pyridin-2-yl)benzyl)amino)-3-cyclopropylpyrazolo[1,5-a]pyrimidin-5-yl)-3,6-diazabicyclo[3.1.1]heptane-6-carboxylate C(C)(C)(C)OC(=O)N(C1=CC(=NC=2N1N=CC2C2CC2)N2CC1N(C(C2)C1)C(=O)OC(C)(C)C)CC1=CC=C(C=C1)C1=NC=CC=C1